5,7-dimethyl-2-(pyridin-2-yl)-2,6-dihydro-1H-pyrrolo[3,4-d]pyridazin-1-one CC=1NC(=C2C(N(N=CC21)C2=NC=CC=C2)=O)C